N1C(=CC2=CC=CC=C12)C(=O)N Indolamide